tert-Butyl 2-(4-(2-chloro-6-fluorobenzyl)-3-oxo-3,4-dihydro-2H-benzo[b][1,4]thiazine-6-carbonyl)hydrazinecarboxylate ClC1=C(CN2C3=C(SCC2=O)C=CC(=C3)C(=O)NNC(=O)OC(C)(C)C)C(=CC=C1)F